C(C)OC(=O)C=1SC2=C(C1C)C=C(C=C2)S(N(C2=CC=C(C=C2)C#N)C2=C(C=CC=C2)N2CCN(CC2)C(=O)C=2SC=CC2Br)(=O)=O 5-(N-(2-(4-(3-bromothiophene-2-carbonyl)piperazin-1-yl)phenyl)-N-(4-cyanophenyl)sulfamoyl)-3-methylbenzothiophene-2-carboxylic acid ethyl ester